C1(CCCC1)C(=O)NC1CCC=2N(C1)C=C(N2)C(=O)NC[C@@H](CN2CC1=CC=CC=C1CC2)O 6-(cyclopentanecarboxamido)-N-((S)-3-(3,4-dihydroisoquinolin-2(1H)-yl)-2-hydroxypropyl)-5,6,7,8-tetrahydroimidazo[1,2-a]pyridine-2-carboxamide